4-[2-(N-(3,3-difluorocyclohexyl)-4-fluoro-anilino)-2-oxo-ethyl]-1-[methyl(phenyl)carbamoyl]piperidine-4-carboxylic acid FC1(CC(CCC1)N(C1=CC=C(C=C1)F)C(CC1(CCN(CC1)C(N(C1=CC=CC=C1)C)=O)C(=O)O)=O)F